tert-butyl 2-(3-(3-(1-(2-chloro-4-fluorophenyl)cyclopropyl)-1,2,4-oxadiazol-5-yl)-5-(difluoromethyl)-1H-pyrazol-1-yl)acetate ClC1=C(C=CC(=C1)F)C1(CC1)C1=NOC(=N1)C1=NN(C(=C1)C(F)F)CC(=O)OC(C)(C)C